C(C)N(CCNC(=S)NC=1C=C2C(=CC(=NC2=CC1)N1CCN(CC1)C(=O)C1NCCNC1)C)CC 1-(2-(diethylamino)ethyl)-3-(4-methyl-2-(4-(piperazine-2-carbonyl)piperazin-1-yl)quinolin-6-yl)thiourea